C(C)(C)(C)OC(=O)N1CC=2C(=NN3C2C(N(CC3)C(C)C3=CC(=CC=C3)N)=O)C[C@H]1C (3R)-tert-butyl-9-(1-(3-aminophenyl) ethyl)-3-methyl-10-oxo-3,4,7,8,9,10-hexahydropyrido[4',3':3,4]pyrazolo[1,5-a]pyrazine-2(1H)-carboxylate